N-methyl-5-(3-(4-oxo-3,4-dihydroquinazolin-2-yl)-[1,4'-bipiperidin]-1'-yl)picolinamide CNC(C1=NC=C(C=C1)N1CCC(CC1)N1CC(CCC1)C1=NC2=CC=CC=C2C(N1)=O)=O